C(C)(C)(C)OC(N[C@@H](CC1=C(C=C(C=C1C)C(N)=O)C)CO)=O (S)-(1-(4-carbamoyl-2,6-dimethylphenyl)-3-hydroxypropan-2-yl)carbamic acid tert-butyl ester